BrC=1C=C2C(=C(C(=NC2=CC1)C)C(C)=O)C 1-(6-bromo-2,4-dimethyl-3-quinolinyl)ethanone